C1C[C@H](CC=2C3=CC=CC=C3NC12)C=1N=C(C=2OCCNC2N1)N [(3R)-2,3,4,9-tetrahydro-1H-carbazol-3-yl]-7,8-dihydro-6H-pyrimido[5,4-b][1,4]oxazin-4-amine